tert-Butyl 3-(1-cyano-1-(4-fluorophenyl)-2-hydroxyethyl)azetidine-1-carboxylate C(#N)C(CO)(C1=CC=C(C=C1)F)C1CN(C1)C(=O)OC(C)(C)C